4-[5-(3,5-dichloro-phenyl)-5-trifluoromethyl-4,5-dihydro-isoxazol-3-yl]-2-methyl-benzoic acid methyl ester COC(C1=C(C=C(C=C1)C1=NOC(C1)(C(F)(F)F)C1=CC(=CC(=C1)Cl)Cl)C)=O